C(=CC1=CC=CC=C1)S(=O)(=O)O.C(CCC)N1CN(C=C1)C 1-Butyl-3-methylimidazole styrenesulfonate